6-[3-(5-chloro-2,4-difluoro-phenyl)-1H-pyrazol-4-yl]-N-(3-piperidylmethyl)-1,5-naphthyridin-3-amine ClC=1C(=CC(=C(C1)C1=NNC=C1C=1N=C2C=C(C=NC2=CC1)NCC1CNCCC1)F)F